CC1=CC=CC(=N1)C(CC(C(=O)OCC)=O)=O ethyl 4-(6-methylpyridin-2-yl)-2,4-dioxobutyrate